((2S,5R)-5-methyl-1-(4-methyl-5-oxo-2-(tetrahydro-2H-pyran-2-yl)-4,5-dihydro-2H-pyrazolo[4,3-b]pyridin-7-yl)-4-(1-(quinoxalin-6-yl)ethyl)piperazin-2-yl)acetonitrile C[C@H]1N(C[C@@H](N(C1)C=1C=2C(N(C(C1)=O)C)=CN(N2)C2OCCCC2)CC#N)C(C)C=2C=C1N=CC=NC1=CC2